1-(4-Methoxybenzyl)-2-oxo-N-(2,3,5,6-tetrafluoro-4-morpholinophenyl)-1,2-dihydropyrazolo[1,5-a]pyridine-3-carboxamide COC1=CC=C(CN2C(C(=C3N2C=CC=C3)C(=O)NC3=C(C(=C(C(=C3F)F)N3CCOCC3)F)F)=O)C=C1